6-Bromo-2-fluoropyridin-3-ol BrC1=CC=C(C(=N1)F)O